FC1=CC=C(C=C1)C1=CC(=C(C=C1)NC(OC(C)(C)C)=O)NC(=O)C=1C=NC(=CC1)S(=O)(=N)C1=NC=CC=C1 tert-butyl N-[4-(4-fluorophenyl)-2-[[6-(2-pyridylsulfonimidoyl)pyridine-3-carbonyl]amino]phenyl]carbamate